O1C(CC1)CN1C=NC2=C1C=NC=C2 3-(oxetan-2-ylmethyl)-3H-imidazo[4,5-c]pyridine